5-cyano-3-(3-methylimidazol-4-yl)-N-[(trans)-4-methoxycyclohexyl]isoquinoline-1-carboxamide C(#N)C1=C2C=C(N=C(C2=CC=C1)C(=O)N[C@@H]1CC[C@H](CC1)OC)C=1N(C=NC1)C